(1R,5S,6r)-3-thiabicyclo[3.1.0]hexane-6-carboxylic acid 3,3-dioxide [C@@H]12CS(C[C@H]2C1C(=O)O)(=O)=O